4-[4-(ethylamino)-1-piperidyl]-2-methyl-N-(2-methylimidazo[1,2-a]pyridin-6-yl)-indazole-7-carboxamide C(C)NC1CCN(CC1)C=1C2=CN(N=C2C(=CC1)C(=O)NC=1C=CC=2N(C1)C=C(N2)C)C